N1N=C(C=C1)C1=CC=CC(=N1)C(=O)N 6-(1H-pyrazol-3-yl)picolinamide